OC[C@H]1N(CC[C@H]([C@@H]1O)O)C (2R,3R,4R)-2-(hydroxymethyl)-1-methylpiperidine-3,4-diol